C(#N)C1CN(C1)S(=O)(=O)N1C[C@H](CCC1)C(=O)N1[C@H](CCC1)C(=O)N[C@H](C)C1=CC=C(C=C1)C(F)F 1-(((3S)-1-((3-cyano-1-azetidinyl)sulfonyl)-3-piperidinyl)carbonyl)-N-((1R)-1-(4-(difluoromethyl)phenyl)ethyl)-D-prolinamide